C=C=C=C=C=C=C=C=C=C=CC dodecadecene